CC=1C(=NC=C(C1)C)N1CCN(CC1)C(=O)C1=CC(=C(C=C1)C1(C(NC(N1)=O)=O)C(C)C)OC 5-{4-[4-(3,5-dimethylpyridin-2-yl)piperazine-1-carbonyl]-2-methoxyphenyl}-5-isopropylimidazolidine-2,4-dione